ethyl methacrylate Ethyl-methacrylate Methyl-2-benzyl-8-((3,5-dimethylisoxazol-4-yl)methyl)-2,8-diazaspiro[4.5]decane-4-carboxylate COC(=O)C1CN(CC12CCN(CC2)CC=2C(=NOC2C)C)CC2=CC=CC=C2.C(C)OC(C(=C)C)=O.C(C(=C)C)(=O)OCC